(1-(2-Bocaminoethyl)-4-bromo-1H-pyrrol-2-yl)(3,4,5-trimethoxyphenyl)methanone C(=O)(OC(C)(C)C)NCCN1C(=CC(=C1)Br)C(=O)C1=CC(=C(C(=C1)OC)OC)OC